S-methyl O-(1-oxaspiro(3.5)nonan-7-yl) carbonodithioate C(OC1CCC2(CCO2)CC1)(=S)SC